(R)-2-(5-(cyclopropylmethyl)-2-(trifluoromethoxy)phenyl)-2-((R)-3-((5-(5,6,7,8-tetrahydro-1,8-naphthyridin-2-yl)pentyl)oxy)pyrrolidin-1-yl)acetic acid C1(CC1)CC=1C=CC(=C(C1)[C@H](C(=O)O)N1C[C@@H](CC1)OCCCCCC1=NC=2NCCCC2C=C1)OC(F)(F)F